(-)-8-((1R,2R)-2-hydroxy-2-methylcyclopentyl)-6-(methyl-d3)-2-((1-((methyl-d3)sulfonyl)piperidin-4-yl)amino)pyrido[2,3-d]pyrimidin-7(8H)-one O[C@]1([C@@H](CCC1)N1C(C(=CC2=C1N=C(N=C2)NC2CCN(CC2)S(=O)(=O)C([2H])([2H])[2H])C([2H])([2H])[2H])=O)C